BrC1=CC=2N(C3=CC(=CC=C3C2C=C1)Br)CCBr 2,7-dibromo-9-bromoethylcarbazole